2-[(3R)-3-(3-Chlorophenoxy)pyrrolidin-1-yl]-2-methylpropane ClC=1C=C(O[C@H]2CN(CC2)C(C)(C)C)C=CC1